(1R,2S,5S)-N-(4-amino-1-cyclobutyl-3,4-dioxobutan-2-yl)-3-[(2S)-2-(tert-butylcarbamoylamino)-3,3-dimethylbutyryl]-6,6-dimethyl-3-azabicyclo[3.1.0]hexane-2-carboxamide NC(C(C(CC1CCC1)NC(=O)[C@@H]1[C@H]2C([C@H]2CN1C([C@H](C(C)(C)C)NC(NC(C)(C)C)=O)=O)(C)C)=O)=O